Ethyl 2-{[1-(cyclopropanecarbonyl) piperidin-4-yl] methyl}-8-(trifluoromethyl)-4,5-dihydro-2H-furo[2,3-g]indazole-7-carboxylate C1(CC1)C(=O)N1CCC(CC1)CN1N=C2C3=C(CCC2=C1)OC(=C3C(F)(F)F)C(=O)OCC